CN1CC(CC1)N1C(=NC2=C1C=CC(=C2)C(=O)O)NC=2SC1=C(N2)C=CC(=C1)OC(F)(F)F 1-(1-methylpyrrolidin-3-yl)-2-((6-(trifluoromethoxy)benzo[d]thiazol-2-yl)amino)-1H-benzo[d]imidazole-5-carboxylic acid